C(C)(C)(C=1OC[C@H](N1)C1=CC=CC=C1)C=1OC[C@H](N1)C1=CC=CC=C1 2,2'-Isopropylidenebis[(4R)-4-phenyl-2-oxazoline]